N-(2-(4,4-difluorocyclohexyl)-4-(2,5-difluorophenyl)pyridin-3-yl)-2-(2-hydroxypropan-2-yl)pyrimidine-5-carboxamide FC1(CCC(CC1)C1=NC=CC(=C1NC(=O)C=1C=NC(=NC1)C(C)(C)O)C1=C(C=CC(=C1)F)F)F